Benzyl 10-methylphenanthrene-9-carboxylate CC1=C(C2=CC=CC=C2C=2C=CC=CC12)C(=O)OCC1=CC=CC=C1